C(C=C)N1N(C2=NC(=CC=C2C1=O)NC1=NC=C(C(=N1)N[C@H](CO)C1=CC=CC=C1)C1=NC(=NO1)C1=CC=NC=C1)C(C)C (S)-2-allyl-6-((4-((2-hydroxy-1-phenylethyl)amino)-5-(3-(pyridin-4-yl)-1,2,4-oxadiazol-5-yl)pyrimidin-2-yl)amino)-1-isopropyl-1,2-dihydro-3H-pyrazolo[3,4-b]pyridin-3-one